ClC(C1=NC(=NO1)C1=CC=C(C=C1)CNOC)(F)F 1-[4-[5-[chloro(difluoro)methyl]-1,2,4-oxadiazol-3-yl]phenyl]-N-methoxy-methanamine